C(C)(C)C1C2=CC=CC=C2OC=2C(CC(CC12)(C)C)(C)C 9-isopropyl-2,2,4,4-tetramethyl-4,9-dihydro-1H-xanthene